C(C=C)N(C(=O)C=1N=C(C=2N(C1)C(=CN2)C=2C=CC(=NC2)NC(OC)=O)C)C2=CC(=CC=C2)F methyl N-[5-[6-[allyl-(3-fluorophenyl)carbamoyl]-8-methyl-imidazo[1,2-a]pyrazin-3-yl]-2-pyridyl]carbamate